5-(3,4-Difluorophenyl)-N-(1-(6-(piperazin-1-yl)pyridin-2-yl)ethyl)-7H-pyrrolo[2,3-d]pyrimidin-4-amine FC=1C=C(C=CC1F)C1=CNC=2N=CN=C(C21)NC(C)C2=NC(=CC=C2)N2CCNCC2